1-cyclopropyl-N-[6-ethoxy-2-(3-hydroxy-3-methylbutyl)pyrazolo[1,5-a]pyridin-5-yl]-2-oxo-pyridine-3-carboxamide C1(CC1)N1C(C(=CC=C1)C(=O)NC1=CC=2N(C=C1OCC)N=C(C2)CCC(C)(C)O)=O